Tert-butyl (5-bromo-1H-pyrrolo[3,2-b]pyridin-3-yl)carbamate BrC1=CC=C2C(=N1)C(=CN2)NC(OC(C)(C)C)=O